3-(2-methylbenzyl)benzyl-3-((methylsulfonyl)amino)piperidine-1-carboxamide CC1=C(CC=2C=C(CC3N(CCCC3NS(=O)(=O)C)C(=O)N)C=CC2)C=CC=C1